8-(2-chlorophenyl)-9-(4-chlorophenyl)-2-methylsulfinyl-6-[4-(trifluoromethyl)-1-piperidinyl]purine ClC1=C(C=CC=C1)C=1N(C2=NC(=NC(=C2N1)N1CCC(CC1)C(F)(F)F)S(=O)C)C1=CC=C(C=C1)Cl